C(C)(=O)N1[C@@H](C[C@H](CC1)N1N=NC=2C(=NC=3C(=C(C(=CC3C21)Cl)C=2C=CC=C1C=CC=C(C21)C#N)F)O[C@@H](C)[C@H]2N(CCC2)C)CC#N 8-(1-((2S,4S)-1-acetyl-2-(cyanomethyl)piperidin-4-yl)-8-chloro-6-fluoro-4-((S)-1-((S)-1-methylpyrrolidin-2-yl)ethoxy)-1H-[1,2,3]triazolo[4,5-c]quinolin-7-yl)-1-naphthonitrile